1-(1-{5-chloro-2-methoxy-4-methyl-3-[1-(tetrahydro-2H-pyran-4-yl)azetidin-3-yl]phenyl}ethyl)-3-methyl-1H-pyrazolo[3,4-d]pyrimidin-4-amine ClC=1C(=C(C(=C(C1)C(C)N1N=C(C=2C1=NC=NC2N)C)OC)C2CN(C2)C2CCOCC2)C